CC(CC1=CC=C(C=C1)C#C[Si](C)(C)C)(C)NC(OC(C)(C)C)=O tert-butyl (2-methyl-1-(4-((trimethylsilyl)ethynyl)phenyl)propan-2-yl)carbamate